4-((2S,4S)-2-(((tert-butoxycarbonyl)amino)methyl)-5-chloro-6-fluoro-2-phenyl-2,3-dihydrobenzofuran-4-yl)-5-fluoro-6-(2-((tetrahydro-2H-pyran-2-yl)oxy)ethoxy)nicotinic acid C(C)(C)(C)OC(=O)NC[C@@]1(OC2=C(C1)C(=C(C(=C2)F)Cl)C2=C(C(=NC=C2C(=O)O)OCCOC2OCCCC2)F)C2=CC=CC=C2